N-(4-(3,8-diazabicyclo[3.2.1]octan-3-yl)-2,5-difluorophenethyl)-7-ethyl-7H-pyrrolo[2,3-c]pyridazine-3-carboxamide C12CN(CC(CC1)N2)C2=CC(=C(CCNC(=O)C1=CC3=C(N=N1)N(C=C3)CC)C=C2F)F